ClC=1N=C2C(=NC1)NC=C2C2=NC(=CC(=N2)N[C@@H]2[C@H](C1CCC2CC1)C(=O)OCC)C=1OC=CN1 (2S,3S)-ethyl 3-((2-(2-chloro-5H-pyrrolo[2,3-b]pyrazin-7-yl)-6-(oxazol-2-yl)pyrimidin-4-yl)amino)bicyclo[2.2.2]octane-2-carboxylate